6-(Cyclopropanecarbonylamino)-4-[[5-(1,5-dimethylpyrazol-3-yl)-1-methyl-4-oxo-pyrrolo[3,2-e]pyridin-3-yl]amino]-N-(methyl-d3)pyridine-3-carboxamide C1(CC1)C(=O)NC1=CC(=C(C=N1)C(=O)NC([2H])([2H])[2H])NC=1CN(C=2C1C(C(=CN2)C2=NN(C(=C2)C)C)=O)C